(E)-2-(2-((2-(3-bromo-2-methoxy-4-(methoxymethoxy)phenylvinyl)-5-methylbenzo[d]thiazol-6-yl)amino)ethoxy)ethan-1-ol BrC=1C(=C(C=CC1OCOC)/C=C/C=1SC2=C(N1)C=C(C(=C2)NCCOCCO)C)OC